(3-Mercaptodibenzo[b,d]thiophen-2-yl)boronic acid SC=1C(=CC2=C(SC3=C2C=CC=C3)C1)B(O)O